CC(CCOCCC(C)C)C di-(3-methylbutyl) ether